tris(bicyclo[2.2.1]hept-5-en-2-ylmethoxy)(methyl)silane C12C(CC(C=C1)C2)CO[Si](C)(OCC2C1C=CC(C2)C1)OCC1C2C=CC(C1)C2